F[C@@](C=O)([C@H](O)[C@H](O)CO)C 2-deoxy-2-fluoro-2-methyl-D-ribose